IC1=C(N)C(=CC=C1)N1CCN(CC1)C 2-Iodo-6-(4-methyl-piperazin-1-yl)aniline